benzothiadiazoledibenzoaldehyde S1N=NC2=C1C=CC(=C2C2=CC=CC=C2C=O)C2=CC=CC=C2C=O